3-dimethylaminopropylacrylamide N-oxide CN(CCCC(C(=O)[NH2]=O)=C)C